tert-butyl N-[rel-(1R,2R,4S)-7-[[3-(4-cyano-3-fluoro-phenyl)-2-cyclopropyl-phenyl]methyl]-7-azabicyclo[2.2.1]heptan-2-yl]carbamate C(#N)C1=C(C=C(C=C1)C=1C(=C(C=CC1)CN1[C@H]2[C@@H](C[C@@H]1CC2)NC(OC(C)(C)C)=O)C2CC2)F |o1:16,17,19|